3-[(3R)-3-amino-5-[(4-chlorophenyl)methyl]-8-fluoro-1,1,4-trioxo-2,3-dihydro-1λ6,5-benzothiazepin-7-yl]-1,2,4-triazin-5-yl-3-azabicyclo[3.1.1]heptane-3-carboxylate N[C@H]1CS(C2=C(N(C1=O)CC1=CC=C(C=C1)Cl)C=C(C(=C2)F)C=2N=NC=C(N2)OC(=O)N2CC1CC(C2)C1)(=O)=O